COC(C1=NC(=CC(=C1O)CCOCC1=CC=CC=C1)C)=O 4-(2-(Phenylmethoxy)ethyl)-3-hydroxy-6-methyl-picolinic acid methyl ester